(3S)-3-(benzyloxycarbonylamino)-5-oxo-pentanoic acid tert-butyl ester C(C)(C)(C)OC(C[C@H](CC=O)NC(=O)OCC1=CC=CC=C1)=O